N-(but-3-yn-1-yl)-2-(3-(methylsulfonyl)-3-(1-(1-(naphthalen-1-yl)ethyl)piperidin-4-yl)ureido)acetamide C(CC#C)NC(CNC(=O)N(C1CCN(CC1)C(C)C1=CC=CC2=CC=CC=C12)S(=O)(=O)C)=O